4-((5-(3-Methoxypyridin-2-yl)-1,3,4-oxadiazol-2-yl)carbonyl)piperidine-1-carboxylic acid tert-butyl ester C(C)(C)(C)OC(=O)N1CCC(CC1)C(=O)C=1OC(=NN1)C1=NC=CC=C1OC